(S)-3-((1-(2-((3-(2-((1,5-dimethyl-1H-pyrazol-3-yl)amino)-5-methylpyrimidin-4-yl)-1H-indol-7-yl)amino)-2-oxoethyl)pyrrolidin-3-yl)oxy)thiophene-2-carboxylic acid methyl ester COC(=O)C=1SC=CC1O[C@@H]1CN(CC1)CC(=O)NC=1C=CC=C2C(=CNC12)C1=NC(=NC=C1C)NC1=NN(C(=C1)C)C